Methyl 2-(2-cyclopropyl-4-isopropyl-7-oxo-thiazolo[4,5-d]pyridazin-6-yl)acetate C1(CC1)C=1SC2=C(C(=NN(C2=O)CC(=O)OC)C(C)C)N1